OC(C)(C)C=1C(N(C=CC1)C=1C=NC(=CC1)N[C@@H]1C[C@H](CC1)NC1=NN2C(C=C(C=C2)C(F)(F)F)=N1)=O 3-(2-hydroxypropane-2-yl)-6'-(((1S,3S)-3-((7-(trifluoromethyl)-[1,2,4]triazolo[1,5-a]pyridin-2-yl)amino)cyclopentyl)amino)-2H-[1,3'-bipyridyl]-2-one